FC1=C(C(=C(C(=C1F)F)F)F)SSC methyl (perfluorophenyl) disulfide